[4-(butylphenyloxy)butyl]phosphine oxide C(CCC)C1=C(C=CC=C1)OCCCC[PH2]=O